O=C1NC(CCC1N1C(C2=CC=C(C=C2C1=O)N1CC(C1)C(=O)N1CC(C1)N1CCN(CC1)C1=C(C=C(C(=C1)OC)[N+](=O)[O-])C=1C=NN(C1)C)=O)=O 2-(2,6-dioxopiperidin-3-yl)-5-(3-(3-(4-(5-methoxy-2-(1-methyl-1H-pyrazol-4-yl)-4-nitrophenyl)piperazin-1-yl)azetidine-1-carbonyl)azetidine-1-yl)isoindoline-1,3-dione